((2S,3S)-4-bromo-5-chloro-6-fluoro-3-methyl-2-phenyl-2,3-dihydrobenzofuran-2-yl)methanol BrC1=C(C(=CC2=C1[C@@H]([C@](O2)(C2=CC=CC=C2)CO)C)F)Cl